2-(9H-fluoren-9-ylmethoxycarbonylamino)-3-cyclohexyl-2-methylpropanoic acid C1=CC=CC=2C3=CC=CC=C3C(C12)COC(=O)NC(C(=O)O)(CC1CCCCC1)C